C(#C)C1=CC=2N=CN=C(C2S1)OC1CCN(CC1)C 6-ethynyl-4-((1-methylpiperidin-4-yl)oxy)thieno[3,2-d]pyrimidine